3-(5-(1'-((4-fluoropiperidin-4-yl)methyl)-[4,4'-bipiperidin]-1-yl)-3-methyl-2-oxo-2,3-dihydro-1H-benzo[d]imidazol-1-yl)piperidine-2,6-dione FC1(CCNCC1)CN1CCC(CC1)C1CCN(CC1)C1=CC2=C(N(C(N2C)=O)C2C(NC(CC2)=O)=O)C=C1